O=C1N(N=CC(N1)=O)[C@H]1[C@@H]([C@@H]([C@H](O1)COP(=O)(OC1=CC=CC2=CC=CC=C12)N[C@@H](C)C(=O)OCC(C)C)O)O isobutyl ((((2R,3S,4R,5R)-5-(3,5-dioxo-4,5-dihydro-1,2,4-triazin-2(3H)-yl)-3,4-dihydroxytetrahydrofuran-2-yl)-methoxy)(naphthalen-1-yloxy)phosphoryl)-L-alaninate